ClCC=1NC(C2=C(N1)C=CN=C2)=O 2-(chloromethyl)pyrido[4,3-d]pyrimidin-4(3H)-one